1-{[4-fluoro-2-(trifluoromethoxy)phenyl]methyl}-1-(1-methylpiperidin-4-yl)-3-{[4-(2-methylpropyloxy)phenyl]methyl}urea FC1=CC(=C(C=C1)CN(C(=O)NCC1=CC=C(C=C1)OCC(C)C)C1CCN(CC1)C)OC(F)(F)F